C(C1=CC=CC=C1)(=O)O[C@@H]1[C@@]23[C@@H](N(C1=O)C=1C=NC=CC1)OC([C@]21[C@H](C[C@@]3(O)C(C)(C)C)OC(C1)=O)=O (3aS,5aS,8R,8aS,9R,10aS)-9-(tert-butyl)-9-hydroxy-2,4,7-trioxo-6-(pyridin-3-yl)octahydro-4H,9H-furo[3'',2'':2',3']cyclopenta[1',2':3,4]furo[2,3-b]pyrrol-8-yl benzoate